2,6-diallyl-4-fluoroaniline C(C=C)C1=C(N)C(=CC(=C1)F)CC=C